FC1=CC(=C(C=C1)C(N1C[C@@H](N(C[C@H]1C)C(=O)OC(C)(C)C)C)C1=CC=C(C=C1)F)OC tert-butyl (2S,5R)-4-((4-fluoro-2-methoxyphenyl)(4-fluorophenyl)methyl)-2,5-dimethylpiperazine-1-carboxylate